ClC1=NC=CC(=N1)OCC1=C(C=C(C=C1)Cl)F 2-chloro-4-((4-chloro-2-fluorobenzyl)oxy)pyrimidine